[Br-].C12(CC3CC(CC(C1)C3)C2)N2C=[N+](C=C2)C23CC1CC(CC(C2)C1)C3 1,3-bis(1-adamantyl)imidazolium bromide